FC(C(O)C1=CC=C(C=C1)C)(F)F 2,2,2-trifluoro-1-(p-tolyl)ethan-1-ol